C(C)(C)(C)C=1C=C2C=3C=C(C=CC3N(C2=CC1)C1=CC(=CC=C1)S)C#N 6-(tert-butyl)-9-(3-mercaptophenyl)-9H-carbazole-3-carbonitrile